C1(=CCCCCC1)O[Si](C)(C)C (cyclohept-1-en-1-yloxy)trimethylsilane